1-[2-(difluoromethoxy)-4-(trifluoromethyl)phenyl]-N-[(3R)-azocan-3-yl]pyrrolo[1,2-d][1,2,4]triazin-4-amine formic acid salt C(=O)O.FC(OC1=C(C=CC(=C1)C(F)(F)F)C=1C=2N(C(=NN1)N[C@H]1CNCCCCC1)C=CC2)F